isothiocyanatocyclobutane N(=C=S)C1CCC1